methyl 1-(bromomethyl)cyclopentane-1-carboxylate BrCC1(CCCC1)C(=O)OC